(1-methyl-5-(trifluoromethyl)-1H-pyrazol-4-yl)cyclopropane-1-carboxamide CN1N=CC(=C1C(F)(F)F)C1(CC1)C(=O)N